BrC=1C=C(C=C(C1Cl)C(F)F)C([C@H](C)O)=O (S)-1-(3-bromo-4-chloro-5-(difluoromethyl)phenyl)-2-hydroxy-propan-1-one